O1CCNC=C1 3,4-dihydro-2H-[1,4]oxazine